8-((3s,5r)-4-propenoyl-3,5-dimethylpiperazin-1-yl)-11-(4-fluorophenyl)-3-(thiophen-3-yl)-10-(trifluoromethyl)-3,4-dihydro-[1,4]thiazepino[2,3,4-ij]quinazolin-6(2H)-one C(C=C)(=O)N1[C@H](CN(C[C@H]1C)C1=NC(N2C3=C(C(=C(C=C13)C(F)(F)F)C1=CC=C(C=C1)F)SCC(C2)C2=CSC=C2)=O)C